(3S,5R)-3-aminomethyl-5-methyl-dodecanoic acid NC[C@H](CC(=O)O)C[C@@H](CCCCCCC)C